C1(CC1)C1=NC=NC(=C1C=1N=CC2=C(N(C(OC2(C)C)=O)CC2=CC(=C(C=C2)C=2N(C=C(N2)C(F)(F)F)C)F)N1)OC(F)F 7-(4-cyclopropyl-6-(difluoromethoxy)pyrimidin-5-yl)-1-(3-fluoro-4-(1-methyl-4-(trifluoromethyl)-1H-imidazol-2-yl)benzyl)-4,4-dimethyl-1,4-dihydro-2H-pyrimido[4,5-d][1,3]oxazin-2-one